FC1=C(C=C(C=C1)C1(CC1)N[C@@H]1[C@H](CCC1)N)C(F)(F)F (1S,2S)-N1-(1-(4-fluoro-3-(trifluoromethyl)phenyl)cyclopropyl)cyclopentane-1,2-diamine